FC(C(=O)O)(F)F.C12CNCC(N1C(=O)N)C2 3,6-diazabicyclo[3.1.1]heptane-6-carboxamide trifluoroacetate